The molecule is a nucleotide-sugar oxoanion obtained by deprotonation of the diphosphate OH groups of dTDP-L-rhamnose; major species at pH 7.3. It is a conjugate base of a dTDP-L-rhamnose. C[C@H]1[C@@H]([C@H]([C@H](C(O1)OP(=O)([O-])OP(=O)([O-])OC[C@@H]2[C@H](C[C@@H](O2)N3C=C(C(=O)NC3=O)C)O)O)O)O